Natrium Dihydroxyethylglycinat OC(CNCC(=O)[O-])O.[Na+]